(3S,4R)-4-(5-methoxycarbonyl-2-nitro-anilino)tetrahydrofuran-3-carboxylic acid COC(=O)C=1C=CC(=C(N[C@@H]2[C@@H](COC2)C(=O)O)C1)[N+](=O)[O-]